6-((5-hydroxy-2-oxo-4-phenyl-2H-chromen-7-yl)oxy)caproic acid OC1=C2C(=CC(OC2=CC(=C1)OCCCCCC(=O)O)=O)C1=CC=CC=C1